ethyl 2-((3-(diethoxy (methyl) silyl) propyl) amino)-2-oxoacetate C(C)O[Si](CCCNC(C(=O)OCC)=O)(C)OCC